ClC1=CC(N(C=C1)CC1(CCN(CC12CCCC2)C(=O)OC(C)(C)C)O)=O tert-Butyl 10-((4-chloro-2-oxopyridin-1(2H)-yl)methyl)-10-hydroxy-7-azaspiro[4.5]decane-7-carboxylate